FC(C(=O)O)(F)F.[C@@H]12N[C@@H]3CC(CC(C1)C3)(C2)C(=O)OC methyl (1R,3S,5s,7s)-2-azaadamantane-5-carboxylate trifluoroacetate